ICCN1C[C@@H](CCC1)NC(OC(C)(C)C)=O (R)-tert-butyl (1-(2-iodoethyl)-piperidin-3-yl)carbamate